CC=1N=NC(=C2C1C=NC=C2)N methylpyrido[3,4-d]pyridazin-1-amine